P(O)(=O)(OP(=O)(O)OP(=O)(O)O)OC[C@@H]1[C@H]([C@H]([C@@H](O1)N1C(=O)NC(=O)C(=C1)CC=CN)O)O 5-aminoallyl-uridine 5'-triphosphate